(S)-3-(4-chloro-3-((2R,3R)-4,4,4-trifluoro-3-methyl-2-(1-methyl-1H-indol-6-yl)Butylamino)phenyl)-3-cyclopropylpropionic acid ClC1=C(C=C(C=C1)[C@@H](CC(=O)O)C1CC1)NC[C@H]([C@H](C(F)(F)F)C)C1=CC=C2C=CN(C2=C1)C